2-{7-methyl-4-[(thiophen-2-ylmethyl)amino]thieno[3,2-c]pyridazin-6-yl}propan-2-ol CC1=C(SC2=C1N=NC=C2NCC=2SC=CC2)C(C)(C)O